5-chloro-3-(2-(2-fluoropropan-2-yl)-6-methylpyrimidin-4-yl)-1-methyl-1H-pyrrolo[2,3-c]pyridine ClC=1C=C2C(=CN1)N(C=C2C2=NC(=NC(=C2)C)C(C)(C)F)C